5,8,11,14-tetraoxa-2-azaheptadecanedioic acid C(NCCOCCOCCOCCOCCC(=O)O)(=O)O